2-bromo-5-chloro-3-cyclopropyl-3H-imidazo[4,5-b]pyridine BrC1=NC=2C(=NC(=CC2)Cl)N1C1CC1